N-[7-morpholino-5-[4-[[5-(2-morpholinoethyl)pyrimidin-2-yl]amino]cyclohexoxy]-1,6-naphthyridin-3-yl]methanesulfonamide O1CCN(CC1)C1=NC(=C2C=C(C=NC2=C1)NS(=O)(=O)C)OC1CCC(CC1)NC1=NC=C(C=N1)CCN1CCOCC1